C(C)(C)(C)OC(NCC1=CC=C(C=C1)C=1N(N=C2C1N=CN(C2=O)CC2(CCN(CC2)CC2=C(C=C(C=C2)C2=CN=CO2)F)O)C)=O (4-(6-((1-(2-fluoro-4-(oxazol-5-yl)benzyl)-4-hydroxypiperidin-4-yl)methyl)-2-methyl-7-oxo-6,7-dihydro-2H-pyrazolo[4,3-d]pyrimidin-3-yl)benzyl)carbamic acid tert-butyl ester